(4-bromo-2-methyl-1,3-benzothiazol-6-yl)hydrazine tert-butyl-6,6-difluoro-3-{[8-(1,2,3-triazol-2-yl)-6H-isochromeno[3,4-b]pyridin-3-yl]amino}-8-azabicyclo[3.2.1]octane-8-carboxylatE C(C)(C)(C)OC(=O)N1C2CC(CC1C(C2)(F)F)NC2=CC=C1C(=N2)OCC=2C=C(C=CC21)N2N=CC=N2.BrC2=CC(=CC1=C2N=C(S1)C)NN